2-bromodichloroethane BrC(C)(Cl)Cl